BrC1=C(C=C(C=C1)OC)C1=CC=CC=C1 2-bromo-5-methoxy-1,1'-biphenyl